2-(3-(3,3,3-trifluoro-1-phenylpropyl)-1H-indol-2-yl)benzenesulfonyl fluoride FC(CC(C1=CC=CC=C1)C1=C(NC2=CC=CC=C12)C1=C(C=CC=C1)S(=O)(=O)F)(F)F